C(C1=CC=CC=C1)OC1=CC=C(C=C1)NC1=C(C(=O)NCCC2CCCCC2)C=CC=C1 2-{[4-(Benzyloxy)phenyl]amino}-N-(2-cyclohexylethyl)benzamide